C(O)(=O)F.[NH4+].C1(=CC=CC=C1)C1=C(C(=NN=N1)C1=CC=CC=2OC3=C(C21)C=CC=C3)C3=C(C=CC(=C3C3=CC=CC=2C1=CC=CC=C1NC32)C3=CC=CC=C3)C3=CC=CC=C3 (phenyl)(phenylcarbazolylbiphenylyl)(dibenzofuranyl)triazine ammonium fluorobicarbonate salt